decane-1-sulfonic acid C(CCCCCCCCC)S(=O)(=O)O